CCCCCCC[C@@H](CC)C(=O)OCC1=CC=CC=C1 (R)-benzyl decane-8-carboxylate